C(#N)C=1C(=NC=C(C(=O)NNC(CC(=O)OC(C)(C)C)=O)C1)NC1CC2=CC=CC=C2C1 tert-butyl 3-(2-(5-cyano-6-((2,3-dihydro-1H-inden-2-yl)amino)nicotinoyl)hydrazineyl)-3-oxopropanoate